3-(6-(6-Methylpyridin-2-yl)-2,3-dihydro-1H-imidazo[1,2-a]imidazol-5-yl)benzenesulfonamide CC1=CC=CC(=N1)C=1N=C2N(CCN2)C1C=1C=C(C=CC1)S(=O)(=O)N